The molecule is zwitterionic form of hypotaurocyamine having an anionic sulfinate group and a protonated guanidino group; major species at pH 7.3. It is a tautomer of a hypotaurocyamine. C(CS(=O)[O-])[NH+]=C(N)N